C(C)(C)(C)OC(=O)N1CCC(=CC1)C1=CC(=C(C=C1)C(NC)=O)C(F)(F)F 4-(4-(methylcarbamoyl)-3-(trifluoromethyl)phenyl)-3,6-dihydropyridine-1(2H)-carboxylic acid tert-butyl ester